1-[2-(1-methyl-1H-1,2,3-triazol-5-yl)acetyl]pyrrolidine-2-carboxamide CN1N=NC=C1CC(=O)N1C(CCC1)C(=O)N